C12(CCC(CC1)CC2)C(=O)O Bicyclo[2.2.2]octane-1-carboxylic acid